3-[1-(trifluoromethyl)cyclopropyl]-1H-1,2,4-triazole FC(C1(CC1)C1=NNC=N1)(F)F